morpholylfuran N1(CCOCC1)C=1OC=CC1